4-benzyl-3-(hydroxymethyl)piperazine-1-carboxylic acid benzyl ester C(C1=CC=CC=C1)OC(=O)N1CC(N(CC1)CC1=CC=CC=C1)CO